C1=CC=CC=2SC3=CC=CC=C3N(C12)CCCC(=O)O 4-(10H-phenothiazin-10-yl)butyric acid